C(C1=CC=CC=C1)ON1C(C=CC=C1CO)=O 1-(benzyloxy)-6-(hydroxymethyl)-1,2-dihydropyridin-2-one